(S)-5-phenylpent-1-yn-3-ol C1(=CC=CC=C1)CC[C@@H](C#C)O